C1(CC1)C=1C=CC(=NC1F)[C@@H](NC(=O)[C@H]1N(C[C@@H](C1)F)C(CN1C(N(C(C=C1)=O)CC)=O)=O)C1=CC=CC=C1 (2S,4R)-N-[(S)-(5-cyclopropyl-6-fluoropyridin-2-yl)(phenyl)methyl]-1-[2-(3-ethyl-2,4-dioxo-1,2,3,4-tetrahydropyrimidin-1-yl)acetyl]-4-fluoropyrrolidine-2-carboxamide